C1OC2=CC=C(C=C2O1)C(C(=O)O)O 4-methylenedioxy-phenylglycolic acid